C1(=C(C=CC=C1)C#CC1=NNC2=CC=C(C=C12)C(=O)N1C[C@H](CC1)NC1=NC(=CC(=N1)C)C)C1=CC=CC=C1 (S)-(3-([1,1'-biphenyl]-2-ylethynyl)-1H-indazol-5-yl)(3-((4,6-dimethylpyrimidin-2-yl)amino)pyrrolidin-1-yl)methanone